bis(fluorosulfonyl)amide FS(=O)(=O)[N-]S(=O)(=O)F